CC=1C(C2=CC=3CCCC3C(=C2C1)C1=CC=CC=C1)[Si](C1C=CC=C1)(C)C (2-methyl-4-phenyl-1,5,6,7-tetrahydro-s-indacen-1-yl)dimethylcyclopentadienylsilane